O1CC(CC1)C(=O)N1CCC(CC1)NC(=O)NC1=CC=C(C=C1)C(F)(F)F 1-(1-(tetrahydrofuran-3-carbonyl)piperidin-4-yl)-3-(4-(trifluoromethyl)phenyl)urea